BrC=1SC(=CN1)C1COCC1 2-bromo-5-(tetrahydrofuran-3-yl)thiazole